2-fluoro-4-(methoxymethyloxy)-5-methylbenzaldehyde FC1=C(C=O)C=C(C(=C1)OCOC)C